OC(C=1C=CC=C2C=CC(=CC12)O)C1=CC=C(C=C1)SC 8-(hydroxy(4-methylthiophenyl)methyl)naphthalene-2-ol